C1(CCC1)C1=CC(=C(C=C1C)N1C(C=CC2=CC(=CC=C12)S(=O)(=O)N(CC1=CC=C(C=C1)OC)C1=NOC=C1)=O)OC (P)-1-(4-cyclobutyl-2-methoxy-5-methylphenyl)-N-(isoxazol-3-yl)-N-(4-methoxybenzyl)-2-oxo-1,2-dihydroquinoline-6-sulphonamide